C1(CC1)[C@H]1C[C@H](N(CC1)CC1=C(C=C(C=2NC=NC21)C)OC)C2=CC=C(C(=O)O)C=C2 4-((2S,4R)-4-cyclopropyl-1-((5-methoxy-7-methyl-1H-benzo[d]imidazol-4-yl)methyl)piperidin-2-yl)benzoic Acid